SCC(SCS)SCS 3-mercaptomethyl-1,5-dimercapto-2,4-dithiapentane